C(C)(C)(C)OC(=O)N1CC=2N(CC1)C(=NC2C(NC2=CC(=CC=C2)[C@H](C)O)=O)CC2=CC=CC=C2 (S)-3-benzyl-1-((3-(1-hydroxyethyl)phenyl)carbamoyl)-5,6-dihydroimidazo[1,5-a]Pyrazine-7(8H)-carboxylic acid tert-butyl ester